S1C(=NC2=C1C=CC=C2)NNC(C2=CC=C(C=C2)Br)=O N'-(BENZO[D]THIAZOLE-2-YL)-4-BROMOBENZOHYDRAZIDE